O1C2=C(OCC1)C=C(C=C2)C=2C=C1C=C(C(N(C1=NC2)CCN2CCOCC2)=O)C(=O)NC2CC1(C2)CCC1 6-(2,3-dihydrobenzo[b][1,4]dioxin-6-yl)-1-(2-morpholinoethyl)-2-oxo-N-(spiro[3.3]heptan-2-yl)-1,2-dihydro-1,8-naphthyridine-3-carboxamide